ClC=1C2=C(N=CN1)N(C(=C2C2=NOC(=C2C(=O)OCC2=CC=CC=C2)C2CC2)C)C(CF)CF Benzyl 3-(4-chloro-7-(1,3-difluoropropan-2-yl)-6-methyl-7H-pyrrolo[2,3-d]pyrimidin-5-yl)-5-cyclopropylisoxazole-4-carboxylate